ClC1=NC=C2N(C(N(C2=N1)C1CC(CCC1)(C)O)=O)C 2-chloro-9-(3-hydroxy-3-methylcyclohexyl)-7-methyl-7,9-dihydro-8H-purin-8-one